[C@H]12CN(C[C@H](CC1)N2)C2=NC(=NC=1CC3(CCC21)CCC2=C(C=CC=C23)C2CC2)OCC23CCCN3CCC2 4'-((1R,5S)-3,8-diazabicyclo[3.2.1]octan-3-yl)-4-cyclopropyl-2'-((tetrahydro-1H-pyrrolizin-7a(5H)-yl)methoxy)-2,3,5',8'-tetrahydro-6'H-spiro[indene-1,7'-quinazoline]